FC(C=1C=2N(C=CC1)N=C(C2)[C@H]2N(CCC1=C2N=CN1)C(=O)C=1C=NN2C1C=CC=C2)F (S)-(4-(4-(difluoromethyl)pyrazolo[1,5-a]pyridin-2-yl)-6,7-dihydro-1H-imidazo[4,5-c]pyridin-5(4H)-yl)(pyrazolo[1,5-a]pyridin-3-yl)methanone